1,4-diaminocyclohexylmethane NC1(CCC(CC1)N)C